dibutyl-tin di(2-ethyl hexanoate) C(C)C(C(=O)[O-])CCCC.C(C)C(C(=O)[O-])CCCC.C(CCC)[Sn+2]CCCC